C1(=CC=CC=C1)N=C(C(F)(F)F)O[C@@H]1[C@H](O)[C@@H](O)[C@@H](O)[C@@H](O1)CO β-L-altropyranosyl (N-phenyl)trifluoroacetimidate